tert-butyl (5,6-dichloro-4-mercaptopyridin-2-yl)carbamate ClC=1C(=CC(=NC1Cl)NC(OC(C)(C)C)=O)S